2-((1r,3r)-3-(3-chloro-4-cyanophenoxy)-2,2,4,4-tetramethyl-cyclobutyl)-1-oxoisoindoline ClC=1C=C(OC2C(C(C2(C)C)N2C(C3=CC=CC=C3C2)=O)(C)C)C=CC1C#N